4,6-dichloro-2-(3-pyridyl)pyrimidine ClC1=NC(=NC(=C1)Cl)C=1C=NC=CC1